C(C)(C)(C)OC(=O)N1CCC(CC1)N1N=CC(=C1)C1=C(C=C(C=C1)[N+](=O)[O-])S(N)(=O)=O 4-[4-(4-Nitro-2-sulfamoylphenyl)-1H-pyrazol-1-yl]piperidine-1-carboxylic acid tert-butyl ester